FC(CNC(=O)C=1C=NN2C1C=C(C=C2)C2=CNC=1N=C(N=CC12)NCC(F)(F)F)(C)C N-(2-fluoro-2-methylpropyl)-5-(2-((2,2,2-trifluoroethyl)amino)-7H-pyrrolo[2,3-d]pyrimidin-5-yl)pyrazolo[1,5-a]pyridine-3-carboxamide